[N+](=[N-])=N[C@@H](CC1=CC=C(C=C1)O)C(=O)O diazotyrosine